FC=1C=C(C=CC1OC1=CC=NC2=CC(=C(N=C12)F)C)NC(=O)C=1C(=NC(=C(C1O)C1=C(C=C(C=C1)F)C)C)C N-[3-Fluoro-4-[(6-fluoro-7-methyl-1,5-naphthyridin-4-yl)oxy]phenyl]-5-(4-fluoro-2-methylphenyl)-4-hydroxy-2,6-dimethylpyridine-3-carboxamide